C(C)C=1C(=C2C(C(=NN(C2=CC1)C1=CC=C(C=C1)OC(F)(F)F)C(=O)O)=O)SCC ethyl-5-ethylsulfanyl-4-oxo-1-[4-(trifluoromethoxy)phenyl]cinnoline-3-carboxylic acid